FC=1C=C(C=CC1)NC1=C(NC2=C1C(NCC2)=O)C2=C(C=NC=C2)OC[C@H]2N(CCC2)C 3-[(3-fluorophenyl)amino]-2-(3-{[(2S)-1-methylpyrrolidin-2-yl]methoxy}pyridin-4-yl)-1,5,6,7-tetrahydro-4H-pyrrolo[3,2-c]pyridin-4-one